C(CCCCCC=CCC)(=O)[O-].[Zn+2].C(CCCCCC=CCC)(=O)[O-] zinc 7-decenate